6-bromo-7-methyl-2,3-dihydrobenzo[d]isothiazole 1,1-dioxide BrC1=C(C2=C(CNS2(=O)=O)C=C1)C